ClC=1C=C(N)C=C(C1OC=1C=C2C=C(C=NC2=CC1)C)Cl 3,5-dichloro-4-((3-methylquinolin-6-yl)oxy)aniline